C(C)(C)C1=C(NC2=CC=C(C=C12)C1CCNCC1)C=1C(=C(C(N(C1)C)=O)C=1C=NC=CC1)C 5-(3-isopropyl-5-(piperidin-4-yl)-1H-indol-2-yl)-1,4-dimethyl-[3,3'-bipyridine]-2(1H)-one